C(CCC\C=C/CCCC)O (Z)-5-decenol